C1=CCC12CCC2 spiro[3.3]Hept-1-ene